2-(4-bromo-3,5-difluorophenyl)ethanol BrC1=C(C=C(C=C1F)CCO)F